C(C1=CC=CC=C1)(=O)ON=C(C(=O)C1=CC=C(C=C1)SC1=CC=CC=C1)CCCCCC 1-[4-(phenylthio)phenyl]octane-1,2-dione 2-(O-benzoyloxime)